(6R,7R)-3-[[(5-methyl-1,3,4-thiadiazol-2-yl)thio]methyl]-7-[(1H-tetrazol-1-yl)acetamido]-8-oxo-5-thia-1-azabicyclo[4.2.0]oct-2-ene-2-carboxylic acid sodium salt [Na+].CC1=NN=C(S1)SCC1=C(N2C([C@H]([C@H]2SC1)NC(CN1N=NN=C1)=O)=O)C(=O)[O-]